C(C1=CC=CC=C1)OC(=O)NCC1CCC(CC1)C(=O)O 4-(benzyloxycarbonylaminomethyl)cyclohexanecarboxylic acid